C(=O)(O)C=1C=C(OC2CCC(CC2)OC2=CC(=C(C=C2)C(=O)O)C(=O)O)C=CC1C(=O)O 1,4-bis(3,4-dicarboxyphenoxy)cyclohexane